C1(CCC1)N1CC(C1)N1CC(C1)(C(=O)N(C1=CC(=CC=C1)F)CC1=NC=C(C=C1)C=1OC(=NN1)C(F)F)F 1'-cyclobutyl-N-((5-(5-(difluoromethyl)-1,3,4-oxadiazol-2-yl)pyridin-2-yl)methyl)-3-fluoro-N-(3-fluorophenyl)-[1,3'-biazetidine]-3-carboxamide